COC=1N=C2C(=CC=NC2=CC1OC)C1=C(C=2C(NCCC2N1)=O)NC1=C(C(=CC=C1)F)C 2-(6,7-dimethoxy-1,5-naphthyridin-4-yl)-3-[(3-fluoro-2-methylphenyl)amino]-1H,5H,6H,7H-pyrrolo[3,2-c]pyridin-4-one